O=C1NN=C2C(N1C(=O)OC(C)(C)C)=C[C@H]1CC[C@@H]2N1C(=O)OC(C)(C)C di-tert-butyl (6R,9S)-3-oxo-2,3,6,7,8,9-hexahydro-4H-6,9-epiminocyclohepta-[e][1,2,4]triazine-4,10-dicarboxylate